ClC=1C(=NC2=CC=CC(=C2C1)F)NCC1=CC=C(C=C1)OC 3-chloro-5-fluoro-N-(4-methoxybenzyl)quinolin-2-amine